(10-(4,5-dimethoxy-2-methyl-3,6-dioxo-1,4-cyclohexadienyl)decyl-triphenylphosphonium) mesylate S(C)(=O)(=O)[O-].COC=1C(C(=C(C(C1OC)=O)CCCCCCCCCC[P+](C1=CC=CC=C1)(C1=CC=CC=C1)C1=CC=CC=C1)C)=O